5-(2-(4-(5-(difluoromethyl)-1,3,4-oxadiazol-2-yl)benzyl)-2H-tetrazol-5-yl)pyridin-3-amine FC(C1=NN=C(O1)C1=CC=C(CN2N=C(N=N2)C=2C=C(C=NC2)N)C=C1)F